N-(5-((3-((1H-1,2,3-triazol-1-yl)methyl)piperidin-1-yl)methyl)thiazol-2-yl)acetamide N1(N=NC=C1)CC1CN(CCC1)CC1=CN=C(S1)NC(C)=O